N-[4-(3-cyanophenyl)-5-quinazolin-6-yl-thiazol-2-yl]-2-oxa-6-azaspiro[3.3]heptane-6-carboxamide C(#N)C=1C=C(C=CC1)C=1N=C(SC1C=1C=C2C=NC=NC2=CC1)NC(=O)N1CC2(COC2)C1